C1(CCC12CCC2)N2CCC(CC2)N2N=CC=C2 1-(1-(spiro[3.3]heptan-1-yl)piperidin-4-yl)-1H-pyrazol